ClC=1C(=NC(=NC1)NC1=C(C=C(C(=C1)C)N1CCOCC1)OC)NC1=CC=C(C(=C1P(C)C)C)C (6-((5-chloro-2-((2-methoxy-5-methyl-4-morpholinophenyl)amino)pyrimidin-4-yl)amino)-2,3-dimethylphenyl)dimethylphosphine